N-(2-azidoacetyl)succinimide 6-cyclopropyl-2-methyl-1,7-dioxo-1,2,6,7-tetrahydropyrido[3,4-d]pyridazin-4-yl-2,4,6-triisopropylbenzenesulfonate C1(CC1)N1C=C2C(=NN(C(C2=CC1=O)=O)C)OS(=O)(=O)C1=C(C=C(C=C1C(C)C)C(C)C)C(C)C.N(=[N+]=[N-])CC(=O)N1C(CCC1=O)=O